FC(C(=O)N1CCC(CC1)C1=NC=CN=C1OC1=NC=C(C=C1)C(F)(F)F)=C 2-fluoro-1-(4-(3-((5-(trifluoromethyl)pyridin-2-yl)oxy)pyrazin-2-yl)piperidin-1-yl)prop-2-en-1-one